3-(4-isobutyl-cyclohex-3-en-1-yl)propanal C(C(C)C)C1=CCC(CC1)CCC=O